O1C=CC2=C1C=CC=C2C2=NSC(=C2)C(=O)OCC ethyl 3-(benzofuran-4-yl)isothiazole-5-carboxylate